N1(C=NC=C1)C=1C=CC(=C(C1)O)C=1SC(=NN1)N(C)[C@H]1C[C@@]2(C[C@H]([C@H](C1)N2)OC)C 5-(1H-imidazol-1-yl)-2-(5-(((1R,3R,5S,6R)-6-methoxy-1-methyl-8-azabicyclo[3.2.1]octan-3-yl)(methyl)amino)-1,3,4-thiadiazol-2-yl)phenol